COC1=CC2=C(SC(=C2)C(CCC(=O)O)=O)C=C1OC 4-(5,6-dimethoxybenzo[B]thiophene-2-yl)-4-oxo-butyric acid